N1=CC(=CC=C1)C(O)([2H])[2H] pyridin-3-ylmethan-d2-ol